N-{cis-3-[(4-{N-[(7S)-4-Fluorobicyclo[4.2.0]octa-1,3,5-trien-7-yl]-N'-hydroxycarbamimidoyl}-1,2,5-oxadiazol-3-yl)oxy]cyclobutyl}acetamid FC1=CC=C2C[C@@H](C2=C1)NC(=NO)C=1C(=NON1)O[C@H]1C[C@H](C1)NC(C)=O